2-(1-(6-(4-chlorophenyl)-2-(pyridin-3-yl)pyrimidin-4-yl)piperidin-4-yl)acetic acid ethyl ester C(C)OC(CC1CCN(CC1)C1=NC(=NC(=C1)C1=CC=C(C=C1)Cl)C=1C=NC=CC1)=O